(S)-2-amino-3-(4-hydroxy-3,5-diiodophenyl)propanoic acid N[C@H](C(=O)O)CC1=CC(=C(C(=C1)I)O)I